C(C)(C)(C)OC(=O)N1C2CCC(C1)(CC2)C(=O)O 2-(tert-butoxycarbonyl)-2-azabicyclo[2.2.2]octane-4-carboxylic acid